BrC=1C=C(C=CC1)[C@H](CC=C)N[S@](=O)C(C)(C)C (R)-N-[(1S)-1-(3-bromophenyl)but-3-en-1-yl]-2-methylpropane-2-sulfinamide